N-((5-chloro-6-(2-(thiazol-4-yl)ethyl)-1H-indol-2-yl)methyl)pyrrolidine-1-carboxamide ClC=1C=C2C=C(NC2=CC1CCC=1N=CSC1)CNC(=O)N1CCCC1